N1(CCNCC1)CCNC(C1=CC=CC=C1)=O N-(2-(piperazin-1-yl)ethyl)benzamide